C1(CCC1)C1=CNC2=NC=C(C=C21)C2=CC=NC=C2 3-cyclobutyl-5-(pyridin-4-yl)-1H-pyrrolo[2,3-b]pyridine